di-n-propyl-aminopiperidine C(CC)C1(CCN(CC1)N)CCC